C1=CC=CC=2C3=CC=CC=C3C(C12)COC(=O)N([C@H](C(=O)O)C)C (2S)-2-[9H-fluoren-9-yl-methoxycarbonyl(methyl)amino]propanoic acid